N-[(2R)-1-[(7-amino-3-methyl-1,2,3-benzotriazol-5-yl)methoxy]propan-2-yl]-6-bromo-8-methoxyimidazo[1,2-a]pyrazine-3-carboxamide NC1=CC(=CC2=C1N=NN2C)COC[C@@H](C)NC(=O)C2=CN=C1N2C=C(N=C1OC)Br